1-(2-(4-cyclopropyl-6-methoxypyrimidin-5-yl)-4-((4-(1-methyl-4-(trifluoro-methyl)-1H-imidazol-2-yl)benzyl)amino)-7,8-dihydropyrido[4,3-d]pyrimidin-6(5H)-yl)prop-2-en-1-one C1(CC1)C1=NC=NC(=C1C=1N=C(C2=C(N1)CCN(C2)C(C=C)=O)NCC2=CC=C(C=C2)C=2N(C=C(N2)C(F)(F)F)C)OC